2-(((3R,4S)-3-fluoro-1-(methylsulfonyl)piperidin-4-yl)amino)-4-(5-(2-hydroxy-2-methyl-propyl)thiazol-2-yl)pyrimidine-5-carbonitrile F[C@@H]1CN(CC[C@@H]1NC1=NC=C(C(=N1)C=1SC(=CN1)CC(C)(C)O)C#N)S(=O)(=O)C